8-chloro-2-(1-((1s,3s)-3-(3-methoxyazetidin-1-yl)cyclobutyl)-1H-pyrazol-4-yl)-7-((2-methyl-1H-benzo[d]imidazol-6-yl)oxy)quinoxaline ClC=1C(=CC=C2N=CC(=NC12)C=1C=NN(C1)C1CC(C1)N1CC(C1)OC)OC=1C=CC2=C(NC(=N2)C)C1